6-(2,2-difluoroethoxy)-4-(4-(difluoromethoxy)phenyl)-2-(1,4-dioxaspiro[4.5]dec-7-en-8-yl)pyrido[3,2-c]pyridazin-3(2H)-one FC(COC=1C=CC2=NN(C(C(=C2N1)C1=CC=C(C=C1)OC(F)F)=O)C1=CCC2(OCCO2)CC1)F